ClC=1C(=C2CCCCN2C1C(C(=O)N[C@@H](C(C)C)C1=NC(=NO1)C)=O)C(=O)NC1=CC(=C(C=C1)F)C (S)-2-chloro-N-(4-fluoro-3-methylphenyl)-3-(2-((2-methyl-1-(3-methyl-1,2,4-oxadiazol-5-yl)propyl)amino)-2-oxoacetyl)-5,6,7,8-tetrahydroindolizine-1-carboxamide